tert-butyl 3-[(5-bromo-3-methylpyrazin-2-yl)amino]piperidine-1-carboxylate BrC=1N=C(C(=NC1)NC1CN(CCC1)C(=O)OC(C)(C)C)C